FC=1C=C(C=C(C1)F)C1CC=NN1C(=O)C12CC(C1)(C2)CN2N=CC(=C2C)C#N 1-((3-(5-(3,5-difluorophenyl)-4,5-dihydro-1H-pyrazole-1-carbonyl)bicyclo[1.1.1]-pentan-1-yl)methyl)-5-methyl-1H-pyrazole-4-carbonitrile